3-[3-(6,8-difluoro-imidazo[1,2-a]pyridin-3-yl)-1-methanesulfonyl-1H-pyrazolo[4,3-c]pyridin-6-yl]-1,4-oxaazepan-4-yl-methanone FC=1C=C(C=2N(C1)C(=CN2)C2=NN(C1=C2C=NC(=C1)C1COCCCN1C=O)S(=O)(=O)C)F